1-(6-chloro-5-methylpyridin-3-yl)-1H-pyrrolo[2,3-b]pyridine ClC1=C(C=C(C=N1)N1C=CC=2C1=NC=CC2)C